ClC1=NO[C@@H](C1)C=1C=C(C=NC1NC1=CC=C(C=C1)C(F)(F)F)S(=O)(=O)NC (S)-5-(3-chloro-4,5-dihydroisoxazol-5-yl)-N-methyl-6-((4-(trifluoromethyl)phenyl)amino)pyridine-3-sulfonamide